NC=1C=2N(C3=CC(=C(C=C3N1)F)C(=O)N(CC1=NC=C(C=C1)C(F)(F)F)C1(CC1)C)C=NC2 4-amino-7-fluoro-N-(1-methylcyclopropyl)-N-((5-(trifluoromethyl)pyridin-2-yl)methyl)imidazo[1,5-a]quinoxaline-8-carboxamide